2-[6-[3-(Difluoromethyl)-4-fluoro-phenyl]pyrazolo[4,3-b]pyridin-1-yl]-1-(3-methoxyazetidin-1-yl)ethanone FC(C=1C=C(C=CC1F)C=1C=C2C(=NC1)C=NN2CC(=O)N2CC(C2)OC)F